C(C)(C)(C)C1=CC(=CC2=CC=CC=C12)C1=NC=CC2=C1[Se]C1=C2C=CC=C1Cl 1-(4-(tert-butyl)naphthalen-2-yl)-8-chlorobenzo[4,5]selenopheno[2,3-c]pyridine